methyl (E)-3-(4-(aminomethyl)phenyl)acrylate NCC1=CC=C(C=C1)/C=C/C(=O)OC